ClC1=CC=C(CNC(=O)C2=CC=NC3=CC=CC=C23)C=C1 N-(4-chlorobenzyl)quinoline-4-carboxamide